OCC1(CCC1)NC=1C2=C(N=C(N1)N1CC3=CC=C(C=C3CC1)C=1CN(CC1)C)CC[S@]2=O (R)-4-((1-(hydroxymethyl)cyclobutyl)amino)-2-(6-(1-methyl-2,5-dihydro-1H-pyrrol-3-yl)-3,4-dihydroisoquinolin-2(1H)-yl)-6,7-dihydrothieno[3,2-d]pyrimidine 5-oxide